1-((1S,3aS,6aR)-3-oxooctahydropyrrolo[3,4-c]pyrrol-1-yl)methanesulfonamide O=C1N[C@@H]([C@H]2CNC[C@H]21)CS(=O)(=O)N